ClC1=NC=NC(=C1OC[C@H]1N(CC[C@@H]1OC)C(=O)OC(C)(C)C)Cl (2R,3S)-tert-Butyl 2-(((4,6-dichloropyrimidin-5-yl)oxy)methyl)-3-methoxypyrrolidine-1-carboxylate